C(C)OC(=O)C=1NC=CC1NCC1=C(C=CC=C1)[C@H]1N(CCOC1)C(=O)OC(C)(C)C tert-Butyl (R)-3-(2-(((2-(ethoxycarbonyl)-1H-pyrrol-3-yl)amino)methyl)phenyl)morpholine-4-carboxylate